(1S,3S)-N1-(3-fluoro-5-nitropyridine-2-yl)-N3-(7-fluoro-[1,2,4]triazolo[1,5-a]pyridine-2-yl)cyclopentane-1,3-diamine FC=1C(=NC=C(C1)[N+](=O)[O-])N[C@@H]1C[C@H](CC1)NC1=NN2C(C=C(C=C2)F)=N1